C1=NC=CC2=CC=C3C(=C12)C=CC=C3 benzoisoquinoline